4-chloro-2,5-difluorobenzene-1-carbonitrile ClC1=CC(=C(C=C1F)C#N)F